C(C1=CC=CC=C1)[C@@](C(=O)NC=1C(=NC2=C(C=CC=C2C1)F)C)(CC(C)C)C (2S)-2-benzyl-N-(8-fluoro-2-methyl-3-quinolinyl)-2,4-dimethylvaleramide